4-(5-bromo-3-pyridinyl)-N,N-dimethyl-benzamide BrC=1C=C(C=NC1)C1=CC=C(C(=O)N(C)C)C=C1